piperidine-1-carboxylic acid hydrochloride salt Cl.N1(CCCCC1)C(=O)O